Benzyl (tert-butoxycarbonyl)(1-(tert-butyl)-3-((2R,3R*)-3-fluoro-4-oxotetrahydrofuran-2-yl)-1H-pyrazol-5-yl)carbamate C(C)(C)(C)OC(=O)N(C(OCC1=CC=CC=C1)=O)C1=CC(=NN1C(C)(C)C)[C@H]1OCC([C@@H]1F)=O |o1:31|